2-(2,6-difluoro-3-methoxyphenyl)-1,3-thiazole-4-carboxylic acid FC1=C(C(=CC=C1OC)F)C=1SC=C(N1)C(=O)O